(R)-2-(4-(3-methylmorpholino)-2-(1H-pyrrolo[2,3-b]pyridin-4-yl)thieno[3,2-d]pyrimidin-7-yl)-1,1-dioxoisothiazolidine C[C@@H]1COCCN1C=1C2=C(N=C(N1)C1=C3C(=NC=C1)NC=C3)C(=CS2)N2S(CCC2)(=O)=O